S1N=NC(=C1)CN1CNC2=NC=C(C=C21)C2=CC(=CC=C2)C(F)(F)F 1-(Thiadiazol-4-ylmethyl)-6-[3-(trifluoromethyl)phenyl]-3H-imidazo[4,5-b]Pyridine